COC1=C(CC(N)C)C=C(C(=C1)SC)OC 2,5-Dimethoxy-4-methylthioamphetamine